2-((tert-butyldiphenylsilyl)oxy)-1-(5-methyl-1,3,4-thiadiazol-2-yl)ethan-1-amine hydrochloride Cl.[Si](C1=CC=CC=C1)(C1=CC=CC=C1)(C(C)(C)C)OCC(N)C=1SC(=NN1)C